N-(1-hydroxy-2,3-dihydro-1H-inden-4-yl)acrylamide OC1CCC2=C(C=CC=C12)NC(C=C)=O